N1=C(C(=CC=C1)N)C1=NC=CC=C1 [2,2'-bipyridyl]-3-amine